(R)-3-methyl-1-((3aS,4S,6S,7aR)-3a,5,5-trimethylhexahydro-4,6-methanobenzo[d][1,3,2]dioxaborol-2-yl)butan-1-amine 2,2,2-trifluoroacetate FC(C(=O)O)(F)F.CC(C[C@H](N)B1O[C@@]2([C@H](O1)C[C@H]1C([C@@H]2C1)(C)C)C)C